N-(6-amino-5-tetrahydrofuran-3-yl-3-pyridyl)-2-[(2R,5S)-5-methyl-2-[2-(1-methyl-4-piperidyl)-1,3-benzothiazol-5-yl]-1-piperidyl]-2-oxo-acetamide NC1=C(C=C(C=N1)NC(C(=O)N1[C@H](CC[C@@H](C1)C)C=1C=CC2=C(N=C(S2)C2CCN(CC2)C)C1)=O)C1COCC1